[2,3-dichloro-6-(prop-2-en-1-yloxy)phenyl][2-(morpholin-4-yl)pyridin-4-yl]methanol ClC1=C(C(=CC=C1Cl)OCC=C)C(O)C1=CC(=NC=C1)N1CCOCC1